(4-(bromomethyl)-2-fluorophenyl)(methyl)sulfane BrCC1=CC(=C(C=C1)SC)F